C(#N)N1CCCC1 1-CYANO-PYRROLIDINE